4-amino-7-fluoro-N-isopropyl-N-((5-(trifluoromethyl)pyridin-2-yl)methyl)imidazo[1,5-a]quinoxaline-8-carboxamide NC=1C=2N(C3=CC(=C(C=C3N1)F)C(=O)N(CC1=NC=C(C=C1)C(F)(F)F)C(C)C)C=NC2